BrC1=CC=CC=2C(C3=CC=CC(=C3C(C12)=O)Br)=O 1,8-dibromoanthraquinone